(R)-3-(1-((2,5-bis(trifluoromethyl)pyrazolo[1,5-a]pyrimidin-7-yl)amino)-2-(4-fluorophenyl)propan-2-yl)azetidine-1-carboxamide FC(C1=NN2C(N=C(C=C2NC[C@@](C)(C2=CC=C(C=C2)F)C2CN(C2)C(=O)N)C(F)(F)F)=C1)(F)F